2-(8-((1R,3s,5S)-8-azabicyclo[3.2.1]octan-3-yl)-7,8-dihydropyrido[2,3-c]pyridazin-3-yl)-5-(1H-imidazol-1-yl)phenol [C@H]12CC(C[C@H](CC1)N2)N2CC=CC1=C2N=NC(=C1)C1=C(C=C(C=C1)N1C=NC=C1)O